C(C1=CC=CC=C1)OC1=NC(=CC=C1C1=NN(C2=CC(=CC=C12)NC1C(CN(CC1)C(=O)OC(C)(C)C)C(F)(F)F)C)OCC1=CC=CC=C1 tert-butyl 4-((3-(2,6-bis(benzyloxy)pyridin-3-yl)-1-methyl-1H-indazol-6-yl)amino)-3-(trifluoromethyl)piperidine-1-carboxylate